rel-2-fluoro-N-{2-[(2S)-1-methylpyrrolidin-2-yl]imidazo[1,2-a]pyridin-6-yl}-4-(1,3-thiazol-5-yl)benzamide FC1=C(C(=O)NC=2C=CC=3N(C2)C=C(N3)[C@H]3N(CCC3)C)C=CC(=C1)C1=CN=CS1 |o1:15|